3'-(2-aminoethyl-carbamoyl)guanosine-5'-triphosphate P(O)(=O)(OP(=O)(O)OP(=O)(O)O)OC[C@@H]1[C@]([C@H]([C@@H](O1)N1C=NC=2C(=O)NC(N)=NC12)O)(O)C(NCCN)=O